FC=1C=[N+](C=CC1C(=O)OC)O 3-fluoro-4-(methoxycarbonyl)pyridin-1-ium-1-ol